N-octadecenyl-3-tetrahydropyranyloxypyridin-4-one C(=CCCCCCCCCCCCCCCCC)N1C=C(C(C=C1)=O)OC1OCCCC1